C[SiH]1O[SiH](O[SiH](O[SiH](O1)C)C)C 2,4,6,8-Tetramethyl-cyclotetrasiloxan